C(C)C1=C(C=C(S1)C(=O)O)C1=NC=C(C=C1OCC=1C=NC=C(C1)F)F 5-ethyl-4-{5-fluoro-3-[(5-fluoropyridin-3-yl)methoxy]pyridin-2-yl}thiophene-2-carboxylic acid